CC1(OC2=C(C(=C(C(=C2CC1)C)S(=O)(=O)Cl)C)C)C 2,2,5,7,8-pentamethyl-chroman-6-sulfonyl chloride